(S)-1-(2,5-difluorobenzyl)-N-(2,4-dimethyl-5-oxo-5,6,7,8-tetrahydro-4H-pyrazolo[1,5-a][1,3]diazepin-6-yl)-1H-1,2,4-triazole-3-carboxamide FC1=C(CN2N=C(N=C2)C(=O)N[C@@H]2C(N(C=3N(CC2)N=C(C3)C)C)=O)C=C(C=C1)F